ClC=1N(C(C2=CC=CC(=C2C1)CC1CC2(CN(C2)CCNC2=CC=3N(C=C2F)C=NN3)C1)=O)C chloro-5-[[2-[2-[(6-fluoro-[1,2,4]triazolo[4,3-a]pyridin-7-yl)amino]ethyl]-2-azaspiro[3.3]heptan-6-yl]methyl]-2-methyl-isoquinolin-1-one